1,1,3,3-tetramethyl-1,3-bis(4-aminophenyl)disiloxane C[Si](O[Si](C1=CC=C(C=C1)N)(C)C)(C1=CC=C(C=C1)N)C